FC1=C(C(N)=N)C=C(C=C1)OC=1C(=C2C=CNC2=CC1F)CO 2-fluoro-5-((6-fluoro-4-(hydroxymethyl)-1H-indol-5-yl)oxy)-benzimidamide